C(#N)C1=CC(=C(C=C1)C1=C(C=CC(=C1)F)OC=1C(=NC=NC1)N1CC2(CCN(C2)CC2CCC(CC2)NC(C)=O)CC1)C1CC1 N-((1s,4s)-4-((7-(5-((4'-cyano-2'-cyclopropyl-5-fluoro-[1,1'-biphenyl]-2-yl)oxy)pyrimidin-4-yl)-2,7-diazaspiro[4.4]nonan-2-yl)methyl)cyclohexyl)acetamide